[Na+].[Na+].C(CCCCCCCCCCCCC)OP(=O)([O-])[O-] mono-tetradecylphosphate disodium